OCCCN(C1=NC=C(C(=N1)OC)B(O)O)C(C)C (2-((3-hydroxypropyl)(isopropyl)amino)-4-methoxypyrimidin-5-yl)boronic acid